2-(2,6-dichloro-4-nitro-phenoxy)-5-methoxy-4-[(4-methoxyphenyl)methyl-sulfanyl]pyridine ClC1=C(OC2=NC=C(C(=C2)SCC2=CC=C(C=C2)OC)OC)C(=CC(=C1)[N+](=O)[O-])Cl